FC1=C(C=CC(=C1F)OCCC)B(O)O 2,3-difluoro-4-propoxyphenylboronic acid